5-(8-ethyl-2-methylimidazo[1,2-b]pyridazin-6-yl)-2-(6-{[(3R,4S)-3-fluoro-2,2,6,6-tetramethylpiperidin-4-yl]oxy}pyridazin-3-yl)pyridin-3-ol C(C)C=1C=2N(N=C(C1)C=1C=C(C(=NC1)C=1N=NC(=CC1)O[C@@H]1[C@@H](C(NC(C1)(C)C)(C)C)F)O)C=C(N2)C